NC=1N=C(SC1C(=O)C1=NC(=NO1)C1=CC=C(C=C1)Cl)N(C1=CC=C(C=C1)F)C(C(=O)N)C (N-[4-Amino-5-[3-(4-chlorophenyl)-1,2,4-oxadiazol-5-carbonyl]thiazol-2-yl]-4-fluoroanilino)propanamid